4-[[1-[3-[(1S)-1-(2,2-difluoro-1,3-benzodioxol-5-yl)ethoxy]phenyl]-3-(trifluoromethyl)-4,5,6,7-tetrahydroindazol-7-yl]sulfonyl]benzoic acid FC1(OC2=C(O1)C=CC(=C2)[C@H](C)OC=2C=C(C=CC2)N2N=C(C=1CCCC(C21)S(=O)(=O)C2=CC=C(C(=O)O)C=C2)C(F)(F)F)F